O=C1NC2=CC=C(C=C2C1)N1C=NC=2C1=NC(=CC2)C(F)(F)F 3-(2-oxoindolin-5-yl)-5-(trifluoromethyl)imidazo[4,5-b]pyridin